C(C1=CC=CC=C1)OC1=CC=2N(C=C1C(=O)NC1=NC(=CC=C1)OC)C=C(N2)C2CCOCC2 7-(benzyloxy)-N-(6-methoxypyridin-2-yl)-2-(tetrahydro-2H-pyran-4-yl)imidazo[1,2-a]Pyridine-6-carboxamide